P(=O)(O)(O)O[C@@H]1[C@H](NC(C)=O)[C@@H](O)[C@H](O)[C@H](O1)CO N-Acetyl-alpha-D-glucosamine 1-phosphate